FC=1C=C2C(=C(C=NC2=CC1F)C(=O)N1CCC(CC1)S(=O)(=O)C)N1CCC2(OCCO2)CC1 (6,7-Difluoro-4-(1,4-dioxa-8-azaspiro[4.5]decan-8-yl)quinolin-3-yl)(4-(methylsulfonyl)piperidin-1-yl)methanone